NCC1=CC=C(C=C1)N1N(C=CC1=O)C (4-(aminomethyl)phenyl)-1-methyl-1,2-dihydro-3H-pyrazol-3-one